OCC1C(CCCC(N1)=O)CC(C)C 7-(hydroxymethyl)-6-isobutyl-azepan-2-one